2-chloro-N-(1-cyanocyclopropyl)-5-[[5-(3,5-dichlorophenyl)-5-(tri-fluoromethyl)-4H-isoxazol-3-yl]sulfonyl]benzamide ClC1=C(C(=O)NC2(CC2)C#N)C=C(C=C1)S(=O)(=O)C1=NOC(C1)(C(F)(F)F)C1=CC(=CC(=C1)Cl)Cl